C(C1=CC=CC=C1)OC(=O)N1CCN(CC1)C1CCC(CC1)NC(=O)OC(C)(C)C.C1(CCCCC1)CNC(C)=O N-(cyclohexylmethyl)acetamide benzyl-4-((1r,4r)-4-((tert-butoxycarbonyl)amino)cyclohexyl)piperazine-1-carboxylate